N-(3-(5-chlorobenzo[d]thiazol-2-yl)bicyclo[1.1.1]pentan-1-yl)-5-(cyclopropylsulfonyl)furan-2-carboxamide ClC=1C=CC2=C(N=C(S2)C23CC(C2)(C3)NC(=O)C=3OC(=CC3)S(=O)(=O)C3CC3)C1